CS(=O)(=O)OC1CC2CC(CC2C1)O[Si](C)(C)C(C)(C)C 2-methanesulfonyloxy-5-(tert-butyldimethylsilyloxy)octahydro-pentalene